1-(5-bromo-6-chloro-1H-pyrazolo[4,3-b]pyridin-1-yl)ethan-1-one BrC1=C(C=C2C(=N1)C=NN2C(C)=O)Cl